4-(4',8'-Dimethoxynaphthylmethyl)benzenesulfonamide COC1=CC=C(C2=C(C=CC=C12)OC)CC1=CC=C(C=C1)S(=O)(=O)N